[(3-chloro-2-methoxyphenyl)amino]-2-(3-[2-[2-(prop-2-enoyl)-2-azabicyclo[3.1.0]hexan-3-yl]ethynyl]pyridin-4-yl)-1H,5H,6H,7H-pyrrolo[3,2-c]pyridin-4-one ClC=1C(=C(C=CC1)NN1C(=CC=2C(NCCC21)=O)C2=C(C=NC=C2)C#CC2N(C1CC1C2)C(C=C)=O)OC